1-((3S,4R)-4-(3-((4-amino-5-(4-chloro-3-methoxyphenyl)-7-isopropyl-7H-pyrrolo[2,3-d]pyrimidin-6-yl)ethynyl)azetidin-1-yl)-3-hydroxypiperidin-1-yl)prop-2-en-1-one NC=1C2=C(N=CN1)N(C(=C2C2=CC(=C(C=C2)Cl)OC)C#CC2CN(C2)[C@H]2[C@H](CN(CC2)C(C=C)=O)O)C(C)C